ClC1=C(OC2=CC=CC3=C2NC(=NS3(=O)=O)NCC3=CC(=C(C=C3)F)F)C=CC=C1 5-(2-chlorophenoxy)-3-((3,4-difluorobenzyl)amino)-4H-benzo[e][1,2,4]thiadiazine 1,1-dioxide